FC1=C(C=CC(=C1)C1=NNC(OC1)=O)C1=C(C=C(C=C1)C#N)C 2'-Fluoro-2-methyl-4'-(2-oxo-3,6-dihydro-2H-1,3,4-oxadiazin-5-yl)[1,1'-biphenyl]-4-carbonitril